(1-isopropyl-1H-imidazol-4-yl)[(1R,5S,6r)-6-(4-oxa-5-azaspiro[2.4]hept-5-en-6-yl)-3-azabicyclo[3.1.0]hex-3-yl]methanone C(C)(C)N1C=NC(=C1)C(=O)N1C[C@H]2C([C@H]2C1)C1=NOC2(CC2)C1